C(CC)(=O)NC1=C(C(=O)O)C=CC=C1 Propamidobenzoic Acid